C(C)(C)(C)OC(=O)N1CCN(CC1)C1=CC(=NC=C1)Br.ClC1=CC=C(C=C1)COCC(=O)NC12CC(C1)(C2)NC(COC2=CC(=C(C=C2)Cl)Cl)=O 2-[(4-chlorophenyl)methoxy]-N-{3-[2-(3,4-dichlorophenoxy)acetylamino]-bicyclo[1.1.1]pentan-1-yl}acetamide tert-butyl-4-(2-bromopyridin-4-yl)piperazine-1-carboxylate